[NH4+].C(C=C)(=O)N acrylamide ammonium